[9-(4-chlorophenyl)-2-(2-hydroxy-2-methyl-propoxy)-8-(2-methyl-3-pyridinyl)purin-6-yl]-4-methyl-piperidine-4-carboxamide ClC1=CC=C(C=C1)N1C2=NC(=NC(=C2N=C1C=1C(=NC=CC1)C)N1CCC(CC1)(C(=O)N)C)OCC(C)(C)O